C(#N)C=1C=NN(C1)C[C@](C(=O)NC=1C=NC(=C(C1)C(F)(F)F)C#N)(C)OCC(C(=O)OC)=C (S)-Methyl 2-(((3-(4-cyano-1H-pyrazol-1-yl)-1-((6-cyano-5-(trifluoromethyl)pyridine-3-yl)amino)-2-methyl-1-oxopropan-2-yl)oxy)methyl)acrylate